[K].C(C)(=O)NCCC1=CC(O)=C(O)C=C1 acetyl-dopamine potassium salt